4-(4-chloro-2-fluorophenyl)-6,7-dimethyl-2-((2R,4R)-2-(2-methylpyridin-4-yl)tetrahydro-2H-pyran-4-yl)pteridine ClC1=CC(=C(C=C1)C1=NC(=NC2=NC(=C(N=C12)C)C)[C@H]1C[C@@H](OCC1)C1=CC(=NC=C1)C)F